C(C1=CC=CC=C1)OC(CCCNC([C@H](C)NC(=O)OC(C)(C)C)=O)=O.ClC=1C=C(OC2=C(C=C(C=C2)NC(CC2=C(C=CC=C2)OCC)=O)S(N)(=O)=O)C=CC1 N-[4-(3-chlorophenoxy)-3-sulfamoylphenyl]-2-(2-ethoxyphenyl)acetamide Benzyl-(S)-4-(2-((tert-butoxycarbonyl)amino)propanamido)butanoate